FC(C1=NC=C(C(=C1)C1=C(C=NC(=C1)C)C(=O)NC=1SC2=C(N1)C(NC2)C(C=2C=CC=NC2)=O)OC)F 2'-(difluoro-methyl)-5'-methoxy-6-methyl-N-(5-picolinoyl-5,6-dihydro-4H-pyrrolo[3,4-d]thiazol-2-yl)-[4,4'-bipyridine]-3-carboxamide